1,2-Dimethylethylenediamine CC(C(N)C)N